rac-tetramethyldisilyl-bis(trimethylsilylmethylcyclopentadienyl)hafnium C[Hf](C1(C=CC=C1)C[Si](C)(C)C)(C1(C=CC=C1)C[Si](C)(C)C)([SiH3])([SiH3])(C)(C)C